CC1CN=C(S1)N 5-methyl-4,5-dihydro-1,3-thiazol-2-amine